thymyl isovalerate C(CC(C)C)(=O)OC1=CC(C)=CC=C1C(C)C